C(CCCCCCCCCCCCCCCCC)OC1=CC=C(C=C1)C(O)C1=CC=C(C=C1)OCCCCCCCCCCCCCCCCCC bis(4-(octadecyloxy)phenyl)methanol